SCC[N+](C)(C)C 2-mercaptoethyl-N,N,N-trimethyl-ammonium